1-[(2S,4R)-4-hydroxy-2-[4-[4-(6-methyl-3-pyridyl)piperidine-1-carbonyl]-1H-imidazol-2-yl]pyrrolidin-1-yl]-2-(3-methoxyisoxazol-5-yl)-3-methyl-butan-1-one O[C@@H]1C[C@H](N(C1)C(C(C(C)C)C1=CC(=NO1)OC)=O)C=1NC=C(N1)C(=O)N1CCC(CC1)C=1C=NC(=CC1)C